CC1=C(C=CC=C1)N1C(SC=C1C=1C=C(C(=O)NCCCCC2=CC=CC=C2)C=CC1)=O 3-(3-(2-methylphenyl)-4-thiazolinonyl)-N-(4-phenylbutyl)benzamide